4-(4-(1-methyl-4-(trifluoromethyl)-1H-imidazol-2-yl)benzyl)pyrrole CN1C(=NC(=C1)C(F)(F)F)C1=CC=C(CC=2C=CNC2)C=C1